2-[2-[2-[2-[2-[2-(2-hydroxyethoxy)ethoxy]ethoxy]ethoxy]ethoxy]ethoxy]ethyl 4-methylbenzenesulfonate CC1=CC=C(C=C1)S(=O)(=O)OCCOCCOCCOCCOCCOCCOCCO